Methylamine tin lead iodide [Pb](I)I.[Sn].CN